C1(CC1)C1=C(C=C(C(=C1)CN1CCN(CC1)C(=O)OC1=CC=C(C(=O)O)C=C1)OCC)C1=CC=C(C=C1)F 4-((4-((2-cyclopropyl-5-ethoxy-4'-fluoro-[1,1'-biphenyl]-4-yl)methyl)piperazine-1-carbonyl)oxy)benzoic acid